[Hg].[Cr].[Te] tellurium-chromium mercury